C1(CC1)[C@H](\C=C\S(=O)(=O)C)N (R,E)-1-Cyclopropyl-3-(methylsulfonyl)prop-2-en-1-amine